(2S)-2-(4,5-dimethylpyridin-3-yl)-1-methylpyrrolidin-1-ium malate C(C(O)CC(=O)[O-])(=O)[O-].CC1=C(C=NC=C1C)[C@H]1[NH+](CCC1)C.CC1=C(C=NC=C1C)[C@H]1[NH+](CCC1)C